N-((1-(2-hydroxyethyl)-1H-1,2,3-triazol-4-yl)methyl)-1H-indole-2-carboxamide OCCN1N=NC(=C1)CNC(=O)C=1NC2=CC=CC=C2C1